(S)-4-(6-((1-(4-(difluoromethyl)phenyl)-4-methyl-1H-1,2,3-triazol-5-yl)methoxy)pyridazin-3-yl)piperazine-2-carbonitrile FC(C1=CC=C(C=C1)N1N=NC(=C1COC1=CC=C(N=N1)N1C[C@H](NCC1)C#N)C)F